FC=1C=C2C(=NN(C2=CC1)C1OCCCC1)B(O)O 5-fluoro-1-(oxan-2-yl)indazol-3-ylboronic acid